capryloyl-sebacic acid C(CCCCCCC)(=O)C(C(=O)O)CCCCCCCC(=O)O